Allyl 4-(4-methoxyphenyl)butanoate COC1=CC=C(C=C1)CCCC(=O)OCC=C